N[C@H](C(=O)O)CC1=NOC=N1 (S)-2-amino-3-(1,2,4-oxadiazol-3-yl)propanoic acid